5,6,7-trimethoxy-1H-indole COC=1C=C2C=CNC2=C(C1OC)OC